tri(sec-butyl) phosphate P(=O)(OC(C)CC)(OC(C)CC)OC(C)CC